4-(7-methoxy-1-oxo-3H-isobenzofuran-5-yl)piperazine-1-carboxylic acid tert-butyl ester C(C)(C)(C)OC(=O)N1CCN(CC1)C=1C=C2COC(C2=C(C1)OC)=O